2-(4-(methylcarbamoyl)phenyl)-N-(1-(tetrahydro-2H-pyran-4-yl)ethyl)benzo[d]imidazo[2,1-b]thiazole-7-carboxamide CNC(=O)C1=CC=C(C=C1)C=1N=C2SC3=C(N2C1)C=CC(=C3)C(=O)NC(C)C3CCOCC3